C(C1=CC=CC=C1)NCCOCCOCCCCC N-benzyl-2-(2-(pentyloxy)ethoxy)ethan-1-amine